1-[5-[3-cyano-6-[4-[4-hydroxy-4-(2-hydroxyethyl)-1-piperidyl]phenyl]pyrazolo[1,5-a]pyridin-4-yl]-2-pyridyl]-4-ethyl-N-isopropyl-piperidine-4-carboxamide C(#N)C=1C=NN2C1C(=CC(=C2)C2=CC=C(C=C2)N2CCC(CC2)(CCO)O)C=2C=CC(=NC2)N2CCC(CC2)(C(=O)NC(C)C)CC